C(C)(C)(C)C1=CN=C(O1)CSC1=CN=C(S1)NC(=O)C1CCN(CC1)CC#CC=1C=C2CCN(C(C2=CC1)C)C(CC#N)=O N-(5-(((5-(tert-butyl)oxazol-2-yl)methyl)thio)thiazol-2-yl)-1-(3-(2-(2-cyanoacetyl)-1-methyl-1,2,3,4-tetrahydroisoquinolin-6-yl)prop-2-yn-1-yl)piperidine-4-carboxamide